CC1(CCN(CC1)C=1OC2=C(C=C(C=C2C(C1C)=O)C)C(C)NC=1C(=C(C=O)C=CC1)B1OC(C(O1)(C)C)(C)C)C 3-[1-[2-(4,4-dimethyl-1-piperidyl)-3,6-dimethyl-4-oxo-chromen-8-yl]ethyl-amino]-2-(4,4,5,5-tetramethyl-1,3,2-dioxaborolan-2-yl)benzaldehyde